1,2,4,5-benzenetetraformonitrile C=1(C(=CC(=C(C1)C#N)C#N)C#N)C#N